3-Methyl-4-phenylbenzoic acid CC=1C=C(C(=O)O)C=CC1C1=CC=CC=C1